methyl 2-amino-6-(benzyloxy)-9-phenoxy-[1,2,4]triazolo[5,1-a]isoquinoline-5-carboxylate NC1=NN2C(C3=CC(=CC=C3C(=C2C(=O)OC)OCC2=CC=CC=C2)OC2=CC=CC=C2)=N1